N-[4-[[[3-(3,4-dimethoxyphenyl)-2,5-dimethyl-pyrazolo[1,5-a]pyrimidin-7-yl]amino]methyl]phenyl]methanesulfonamide COC=1C=C(C=CC1OC)C=1C(=NN2C1N=C(C=C2NCC2=CC=C(C=C2)NS(=O)(=O)C)C)C